Methyl (2S)-2-amino-6-[tert-butoxycarbonyl(2-naphthylmethyl)amino]hexanoate N[C@H](C(=O)OC)CCCCN(CC1=CC2=CC=CC=C2C=C1)C(=O)OC(C)(C)C